NC=1C(=NON1)C(=O)N[C@@H](CC/C=C/C(=O)OC)C(=O)NC=1C(N(C=CC1)CC(=O)NC12CC(C1)C2)=O (S,E)-methyl 6-(4-amino-1,2,5-oxadiazole-3-carboxamido)-7-(1-(2-(bicyclo[1.1.1]pentan-1-ylamino)-2-oxoethyl)-2-oxo-1,2-dihydropyridin-3-ylamino)-7-oxohept-2-enoate